(1r,3r)-3-(4-(2-(4-((5-methyl-1,3,4-oxadiazol-2-yl)oxy)phenyl)propane-2-yl)phenoxy)cyclobutylamine CC1=NN=C(O1)OC1=CC=C(C=C1)C(C)(C)C1=CC=C(OC2CC(C2)N)C=C1